(2'-Hydroxy-5'-methacryloxyphenyl)-2H-benzotriazole OC1=C(C=C(C=C1)OC(C(=C)C)=O)N1N=C2C(=N1)C=CC=C2